FC1(C[C@@H]([C@@H](C2=CC=C(C=C12)O)C1=CC=C(C=C1)N1CCC(CC1)CN1CC2(CC1)CCN(CC2)C2=CC=C(C=C2)[C@@H]2C(NC(CC2)=O)=O)C2=CC=CC=C2)F (R)-3-(4-(2-((1-(4-((1R,2S)-4,4-difluoro-6-hydroxy-2-phenyl-1,2,3,4-tetrahydronaphthalen-1-yl)phenyl)piperidin-4-yl)methyl)-2,8-diazaspiro[4.5]decan-8-yl)phenyl)piperidine-2,6-dione